1-Octyl-3-Methylpiperidinium acetat C(C)(=O)[O-].C(CCCCCCC)[NH+]1CC(CCC1)C